N,N-diethyl-4-(4-((3-(piperidin-1-yl)propyl)amino)thieno[2,3-b]pyridin-6-yl)benzamide C(C)N(C(C1=CC=C(C=C1)C1=CC(=C2C(=N1)SC=C2)NCCCN2CCCCC2)=O)CC